N-[2-(2-methoxyphenyl)ethyl]-2-[1-[(4-methylphenyl)methyl]-5-oxopyrrolidin-2-yl]acetamide COC1=C(C=CC=C1)CCNC(CC1N(C(CC1)=O)CC1=CC=C(C=C1)C)=O